C(C)OP(=O)(OCC)NC=1NC=C(N1)C(=O)OCC ethyl 2-((diethoxyphosphoryl)amino)-1H-imidazole-4-carboxylate